2-[3-piperidyl]-1,8-naphthyridine N1CC(CCC1)C1=NC2=NC=CC=C2C=C1